4-[[4-[[(1S)-2-hydroxy-1-phenyl-ethyl]amino]-5-(1-methyltetrazol-5-yl)pyrimidin-2-yl]-amino]-2-methyl-benzamide OC[C@H](C1=CC=CC=C1)NC1=NC(=NC=C1C1=NN=NN1C)NC1=CC(=C(C(=O)N)C=C1)C